benzyl 4-[2-(4-hydroxypiperidin-4-yl)acetyl]piperazine-1-carboxylate OC1(CCNCC1)CC(=O)N1CCN(CC1)C(=O)OCC1=CC=CC=C1